2-(4-chloro-6-methyl-1H-imidazo[4,5-c]pyridin-1-yl)-N,N-dimethylacetamide ClC1=NC(=CC2=C1N=CN2CC(=O)N(C)C)C